N-(3-fluoro-4-formyl-2-nitrophenyl)carbamic acid tert-butyl ester C(C)(C)(C)OC(NC1=C(C(=C(C=C1)C=O)F)[N+](=O)[O-])=O